2,4-di(3,4-xylyl)phenol C1(=CC(=C(C=C1)C)C)C1=C(C=CC(=C1)C1=CC(=C(C=C1)C)C)O